1-(5-methyl-6-(tributylstannyl)pyridazin-3-yl)butan-1-one CC=1C=C(N=NC1[Sn](CCCC)(CCCC)CCCC)C(CCC)=O